(2R,3S)-2-((E)-3-(4-chloro-5-methyl-1H-benzo[d]imidazol-1-yl)prop-1-en-1-yl)piperidin-3-ol dihydrochloride Cl.Cl.ClC1=C(C=CC=2N(C=NC21)C/C=C/[C@H]2NCCC[C@@H]2O)C